C1(CCCC1)C1=C(C=NC=2N1N=CC2)NC(=O)NC=2C=C(C(=NC2)C2=NOC(=N2)CCCCCC(=O)NC=2C=C1CN(C(C1=CC2)=O)C2C(NC(CC2)=O)=O)C 6-[3-[5-[(7-cyclopentylpyrazolo[1,5-a]pyrimidin-6-yl)carbamoylamino]-3-methyl-2-pyridyl]-1,2,4-oxadiazol-5-yl]-N-[2-(2,6-dioxo-3-piperidyl)-1-oxo-isoindolin-5-yl]hexanamide